1-(1,2-dimethylpropyl)-N-ethyl-5-methyl-N-pyridazin-4-ylpyrazole-4-carboxamide CC(C(C)C)N1N=CC(=C1C)C(=O)N(C1=CN=NC=C1)CC